C(CCCCCCCCCCCCCCCCCCC)(=O)OCCCCCCCC\C=C/C\C=C/CCCCC linoleyl eicosanoate